FC1=CC=C(C[C@]2(CN(CC2)C(C2=C(N=CC=C2)C2=NC=NC=C2)=O)C#N)C=C1 (S)-3-(4-fluorobenzyl)-1-(2-(pyrimidin-4-yl)nicotinoyl)pyrrolidine-3-carbonitrile